tri(n-Propyl)amine C(CC)N(CCC)CCC